FC1=CC=C(C=N1)C1=CC(=NN1C1=NC=CC=C1SC)O 5-(6-Fluoropyridin-3-yl)-1-[3-(methylsulfanyl)pyridin-2-yl]-1H-pyrazol-3-ol